O1COC2=C1C=CC(=C2)C=2C=C1CN(CC1=CC2)C(=O)NC2=CNC1=CC=CC=C21 5-(benzo[d][1,3]dioxol-5-yl)-N-(1H-indol-3-yl)isoindoline-2-carboxamide